tert-butyl 2-((S)-2-((R)-3-methyl-1-((S)-3-phenyl-2-(pyrazine-2-carboxamido)propanamido) butyl)-5-oxo-1,3,2-dioxaborolan-4-yl)acetate CC(C[C@H](NC([C@H](CC1=CC=CC=C1)NC(=O)C1=NC=CN=C1)=O)B1OC([C@@H](O1)CC(=O)OC(C)(C)C)=O)C